NC1=NC(=C(C=2N1C(N(N2)[C@H](C)C2=CC=NC=C2)=O)C2=CC(=NC(=C2)C)C)C2=CC=CC=C2 (R)-5-amino-8-(2,6-dimethyl-4-pyridinyl)-7-phenyl-2-[1-(4-pyridinyl)ethyl]-[1,2,4]triazolo[4,3-c]pyrimidin-3-one